CN1C(N(C2=C1C=CC=C2)C)C2=CC=C(N(C)C)C=C2 4-(2,3-dihydro-1,3-dimethyl-1H-benzimidazol-2-yl)-N,N-dimethylaniline